C(CCCCCCCCCCCCCCCCC)(=O)OC(C(O)C)=O stearoyllactate